C(N)(=O)C1=CC=C(C=C1)C1=CC=C(C=C1)ON1N=NC(=C1)C(=O)O ((4'-carbamoyl-[1,1'-biphenyl]-4-yl)oxy)-1H-1,2,3-triazole-4-carboxylic acid